6-chloro-3-isopropyl-2-methoxypyridine ClC1=CC=C(C(=N1)OC)C(C)C